ClC1=C(C2=C(C3=C(N=C(N(C3=O)CCC3=CN=CO3)C3=C(C=C(C=C3)OC)C3CC3)S2)C=C1)O 7-chloro-2-(2-cyclopropyl-4-methoxyphenyl)-8-hydroxy-3-(2-(oxazol-5-yl)ethyl)benzo[4,5]thieno[2,3-d]pyrimidin-4(3H)-one